3-(4-Propoxyphenyl)-1,5-dimethyl-pyrazol-4-ol C(CC)OC1=CC=C(C=C1)C1=NN(C(=C1O)C)C